1-(4-(4,4,5,5-tetramethyl-1,3,2-dioxaborolan-2-yl)-1,2,3,6-tetrahydropyridine-1-carbonyl)cyclobutane-1-carbonitrile CC1(OB(OC1(C)C)C=1CCN(CC1)C(=O)C1(CCC1)C#N)C